O1COC2=C1C=CC(=C2)[C@@H]2N[C@@H](CC1=C2NC2=CC=CC=C12)C(=O)O (1S,3S)-1-(benzo[d][1,3]dioxol-5-yl)-2,3,4,9-tetrahydro-1H-pyrido[3,4-b]indole-3-carboxylic acid